N-(3-(Dimethylamino)propyl)-8-((4-(trifluoromethyl)phenyl)sulfonamido)quinoline-2-carboxamide trifluoroacetate FC(C(=O)O)(F)F.CN(CCCNC(=O)C1=NC2=C(C=CC=C2C=C1)NS(=O)(=O)C1=CC=C(C=C1)C(F)(F)F)C